[Bi].[Sn].[Pb] lead-tin-bismuth